C1(CC1)COC1=CC=CC(=N1)C1=CC(=C(NCCCCC(=O)O)C(=C1)F)F 5-[4-[6-(cyclopropylmethoxy)-2-pyridyl]-2,6-difluoro-anilino]pentanoic acid